BrC1=C(C=CC(=C1)F)C 2-Bromo-4-fluoro-1-methyl-benzene